2-(difluoromethyl)-N-(3-isobutyl-1,1-dimethyl-indan-4-yl)pyridine-3-carboxamide FC(C1=NC=CC=C1C(=O)NC1=C2C(CC(C2=CC=C1)(C)C)CC(C)C)F